(S)-2-(Benzofuran-2-carboxamido)-5-oxo-N1-(2-oxo-1-(2-oxo-2-((1R,2S,4R)-1,7,7-trimethylbicyclo[2.2.1]heptan-2-ylamino)ethyl)-1,2-dihydropyridin-3-yl)hexandiamid O1C(=CC2=C1C=CC=C2)C(=O)N[C@H](C(=O)NC=2C(N(C=CC2)CC(N[C@@H]2[C@@]1(CC[C@H](C2)C1(C)C)C)=O)=O)CCC(C(=O)N)=O